6-isopropyl-1-(pent-2-yl)-N-(1-(3,4,5-trimethoxyphenyl)-1H-imidazol-4-yl)-1H-pyrazolo[3,4-d]pyrimidin-4-amine C(C)(C)C1=NC(=C2C(=N1)N(N=C2)C(C)CCC)NC=2N=CN(C2)C2=CC(=C(C(=C2)OC)OC)OC